3-CHLORO-5-(PIPERIDINE-1-CARBONYL)PHENYLBORONIC ACID ClC=1C=C(C=C(C1)C(=O)N1CCCCC1)B(O)O